1,3-bis(methyl-d3)-8-(5-(methyl-d3)-4-(trimethylgermyl)pyridin-2-yl)benzofuro[2,3-c]pyridine C(C1=NC(=CC2=C1OC1=C2C=CC=C1C1=NC=C(C(=C1)[Ge](C)(C)C)C([2H])([2H])[2H])C([2H])([2H])[2H])([2H])([2H])[2H]